(3-(((4-(4-((7-oxo-7H-furo[3,2-g]chromen-4-yl)oxy)butoxy)phenoxy)carbonyl)oxy)propyl)triphenylphosphonium iodide [I-].O=C1OC2=CC3=C(C(=C2C=C1)OCCCCOC1=CC=C(OC(=O)OCCC[P+](C2=CC=CC=C2)(C2=CC=CC=C2)C2=CC=CC=C2)C=C1)C=CO3